COC(C(CCC(=O)N(C)C)C)=O 5-Dimethylamino-2-methyl-5-oxopentanoic acid methyl ester